5-(1-(2,2-Difluoroethyl)-1H-benzo[d][1,2,3]triazol-6-yl)-N-((3R,4S)-1-ethyl-3-fluoropiperidin-4-yl)pyrrolo[2,1-f][1,2,4]triazin-2-amine FC(CN1N=NC2=C1C=C(C=C2)C=2C=CN1N=C(N=CC12)N[C@@H]1[C@@H](CN(CC1)CC)F)F